C12CN(CC2C1)CC(C)OCC1=CC=C(C=N1)C1=CC=2C3=C(N=NC2C=C1)N(C(N3C(C)C)=O)C 8-(6-(((1-(3-azabicyclo[3.1.0]hexan-3-yl)propan-2-yl)oxy)methyl)pyridin-3-yl)-1-isopropyl-3-methyl-1H-imidazo[4,5-c]cinnolin-2(3H)-one